NC1=CC(=C(N=N1)Cl)[C@@H](CCOC)N1C(N[C@@H](C1)C(F)(F)F)=O (S)-1-((R)-1-(6-amino-3-chloropyridazin-4-yl)-3-methoxypropyl)-4-(trifluoromethyl)imidazolidin-2-one